4-(3-chloro-4-(6-(1-methylcyclopropoxy)-9-((4-methylpyridin-2-yl)methyl)-9H-purin-8-yl)benzoyl)piperazin-2-one ClC=1C=C(C(=O)N2CC(NCC2)=O)C=CC1C=1N(C2=NC=NC(=C2N1)OC1(CC1)C)CC1=NC=CC(=C1)C